2,3,4,12b-Tetrahydro-1H-xantheno[9,1-cd]azepin-2-ium chloride [Cl-].C1[NH2+]CCC2=C3C1C1=CC=CC=C1OC3=CC=C2